9,9-Bis[4-(2-acryloxypropoxy)phenyl]fluorene C(C=C)(=O)OC(COC1=CC=C(C=C1)C1(C2=CC=CC=C2C=2C=CC=CC12)C1=CC=C(C=C1)OCC(C)OC(C=C)=O)C